COCC(C(=O)O)=C 2-(methoxymethyl)acrylic acid